NC1=C(C(=NN1C1=C(C=C(C=C1Cl)C(F)(F)F)Cl)C#N)S(=O)CC 5-amino-1-[2,6-dichloro-4-(trifluoromethyl)phenyl]-4-(ethylsulfinyl)-1H-pyrazole-3-carbonitrile